N1C=C(C2=CC=CC=C12)C1=CC=CC=C1C#N 1H-indole-3-benzonitrile